5-(6-(cyclobutylmethyl)-2,6-diazaspiro[3.3]hept-2-yl)-2-(4-isopropyl-5-(8-methoxy-[1,2,4]triazolo[1,5-a]pyridin-6-yl)-1H-pyrazol-3-yl)-4-methylthiazole C1(CCC1)CN1CC2(CN(C2)C2=C(N=C(S2)C2=NNC(=C2C(C)C)C=2C=C(C=3N(C2)N=CN3)OC)C)C1